O(C1=CC=CC=C1)CCOC1=CC=C(C(=O)O)C=C1 4-(2-phenoxyethoxy)benzoic acid